6-(3-nitro-4-p-methoxybenzylaminophenyl)-4,5-dihydro-5-methyl-3(2H)-pyridazinone [N+](=O)([O-])C=1C=C(C=CC1NCC1=CC=C(C=C1)OC)C=1C(CC(NN1)=O)C